(6S)-6-{[7-bromo-2-(4-methoxyphenyl)[1,2,4]triazolo[1,5-c]quinazolin-5-yl]amino}-1,4-thiazepin-5-one BrC1=CC=CC=2C=3N(C(=NC12)NC=1C(N=CCSC1)=O)N=C(N3)C3=CC=C(C=C3)OC